2-(((3,3-dibutyl-5-(3-fluorophenyl)-7-methylsulfanyl-1,1-dioxo-2,3,4,5-tetrahydrobenzo[b][1,4]thiazepin-8-yl)methyl)amino)acetic acid C(CCC)C1(CN(C2=C(S(C1)(=O)=O)C=C(C(=C2)SC)CNCC(=O)O)C2=CC(=CC=C2)F)CCCC